tert-butyl ((4-(1-hydroxyethyl)phenyl)sulfonyl)(methyl)carbamate OC(C)C1=CC=C(C=C1)S(=O)(=O)N(C(OC(C)(C)C)=O)C